2-chloro-N-(2-chloropyrimidine-5-carbonyl)-N-(2'-(4,4-difluorocyclohexyl)-3-fluoro-[2,4'-bipyridyl]-3'-yl)pyrimidine-5-carboxamide ClC1=NC=C(C=N1)C(=O)N(C=1C(=NC=CC1C1=NC=CC=C1F)C1CCC(CC1)(F)F)C(=O)C=1C=NC(=NC1)Cl